COCC(=O)NC=1C(=C(C(=C(C(=O)Cl)C1I)I)C(=O)Cl)I 5-methoxyacetamido-2,4,6-triiodo-isophthaloyl dichloride